1,6-dimethyl-4-[4-(5-piperazin-1-ylpyrimidin-2-yl)-1-piperidinyl]pyrazolo[3,4-b]pyridine CN1N=CC=2C1=NC(=CC2N2CCC(CC2)C2=NC=C(C=N2)N2CCNCC2)C